(S)-N-(2-Amino-1-(3-chloro-5-fluorophenyl)ethyl)-1-(5-methyl-2-((tetrahydro-2H-pyran-4-yl)-amino)pyrimidin-4-yl)-1H-imidazol-4-carboxamid NC[C@H](C1=CC(=CC(=C1)F)Cl)NC(=O)C=1N=CN(C1)C1=NC(=NC=C1C)NC1CCOCC1